BrC=1C(C(CC(C1C)(C)C)(O)Cl)C 3-bromo-1-chloro-5,5-dimethyl-2,4-XYLENOL